N=1N(N=C2C1C=CC=C2)C2=C(C(=CC(=C2)C)C)O 2-(2H-benzo[1,2,3]triazol-2-yl)-4,6-dimethylphenol